FC=1C=C(C(=O)CC(=O)OC)C=C(C1F)F methyl 3,4,5-trifluorobenzoylacetate